(S)-8-(2-amino-6-((R)-1-(5-chloro-3'-((2-(pyrrolidin-1-yl)ethyl)carbamoyl)-[1,1'-biphenyl]-2-yl)-2,2,2-trifluoroethoxy)pyrimidin-4-yl)-2,8-diazaspiro[4.5]decane-3-carboxylic acid NC1=NC(=CC(=N1)N1CCC2(C[C@H](NC2)C(=O)O)CC1)O[C@@H](C(F)(F)F)C1=C(C=C(C=C1)Cl)C1=CC(=CC=C1)C(NCCN1CCCC1)=O